propenyl-diphenyl-methoxysilane C(=CC)[Si](OC)(C1=CC=CC=C1)C1=CC=CC=C1